FC=1C=C(CNC(OC(C)(C)C)=O)C=C(C1)C=1C=NN(C1C)C1=CC=C(C=C1)F tert-Butyl 3-fluoro-5-(1-(4-fluorophenyl)-5-methyl-1H-pyrazol-4-yl)benzylcarbamate